CO[C@@H]1CC[C@H](CC1)NC1=NN2C(C=N1)=C(C=C2)C2=CC=C1C(=N2)N(C(=N1)C)CCOC N-(trans-4-methoxycyclohexyl)-5-(3-(2-methoxyethyl)-2-methyl-3H-imidazo[4,5-b]pyridin-5-yl)pyrrolo[2,1-f][1,2,4]triazin-2-amine